(S)-N-(1-(6-((4-chlorophenyl)amino)-2-(4-hydroxypiperidin-1-yl)pyrimidin-4-yl)ethyl)-5-methoxypicolinamide ClC1=CC=C(C=C1)NC1=CC(=NC(=N1)N1CCC(CC1)O)[C@H](C)NC(C1=NC=C(C=C1)OC)=O